FC(C1=CC=C(C(=O)O)C=C1)(C1=CC=CC=C1)F 4-(difluoro(phenyl)methyl)benzoic Acid